6-chlorohexyl 2-hexyldecanoate 6-Chlorohexyl-2-hexyldecanoate methyl-(E)-2-{2-[3-(2-fluorophenoxy)phenoxy]phenyl}-3-methoxyacrylate COC(\C(=C\OC)\C1=C(C=CC=C1)OC1=CC(=CC=C1)OC1=C(C=CC=C1)F)=O.ClCCCCCCOC(C(CCCCCCCC)CCCCCC)=O.C(CCCCC)C(C(=O)OCCCCCCCl)CCCCCCCC